1-(isopropylamino)-3-(2-allylphenoxy)-2-propanol C(C)(C)NCC(COC1=C(C=CC=C1)CC=C)O